2-Methoxy-4-(1-methylpiperidin-4-yl)-N-phenethyl-1H-benzo[d]imidazole-1-carboxamide COC1=NC2=C(N1C(=O)NCCC1=CC=CC=C1)C=CC=C2C2CCN(CC2)C